N-Butyl-N'-vinylimidazolium iodid [I-].C(CCC)N1C=[N+](C=C1)C=C